CN1C[C@@H]2[C@H](C1)CCN2C2=C(C=NC=1NC3=C(C=C(C(=C3C12)C#N)F)NC)C1=CN2C(C(=CC=C2C=C1)C(=O)O)=O 7-[4-[(3aS,6aS)-5-methyl-2,3,3a,4,6,6a-hexahydropyrrolo[2,3-c]pyrrol-1-yl]-5-cyano-6-fluoro-8-(methylamino)-9H-pyrido[2,3-b]indol-3-yl]-4-oxo-quinolizine-3-carboxylic acid